sodium ((2R,3S,5R)-5-(4-amino-2-oxopyrimidin-1(2H)-yl)-3-((butoxyoxidophosphoryl)oxy)tetrahydrofuran-2-yl)methyl butyl phosphate P(=O)(OC[C@H]1O[C@H](C[C@@H]1OP(=O)([O-])OCCCC)N1C(N=C(C=C1)N)=O)(OCCCC)[O-].[Na+].[Na+]